(4-cyano-2-methoxyphenyl)-5-ethoxy-2,8-dimethyl-1,4-dihydro-1,6-naphthyridine-3-carboxamide C(#N)C1=CC(=C(C=C1)N1C(=C(CC2=C(N=CC(=C12)C)OCC)C(=O)N)C)OC